(2R,3S,4R,5R)-5-(4-(2-butoxy-2-methylpropanamido)pyrrolo[2,1-f][1,2,4]triazin-7-yl)-5-cyano-4-hydroxy-2-((2-phenylacetoxy)methyl)tetrahydrofuran-3-yl (tert-butoxycarbonyl)-D-valinate C(C)(C)(C)OC(=O)N[C@H](C(C)C)C(=O)O[C@@H]1[C@H](O[C@@]([C@@H]1O)(C#N)C1=CC=C2C(=NC=NN21)NC(C(C)(C)OCCCC)=O)COC(CC2=CC=CC=C2)=O